3-hydroxy-5,10-dioxo-5λ5,10λ5-phenazine-2-sulfonic acid OC=1C(=CC2=N(C3=CC=CC=C3N(=C2C1)=O)=O)S(=O)(=O)O